C(C)(C)(C)OC(=O)N(C(=O)OC(C)(C)C)C1=NC=C(C2=CC=C(C=C12)C1=CC=NC=C1)B(O)O {[4-(Dihydroxyboranyl)-7-(pyridin-4-yl)isoquinolin-1-yl]{[(2-methylprop-2-yl)oxy]carbonyl}amino}carboxylic acid tert-Butyl ester